6-(difluoromethyl)-N-(diphenylmethylidene)-5-fluoropyridin-2-amine FC(C1=C(C=CC(=N1)N=C(C1=CC=CC=C1)C1=CC=CC=C1)F)F